3-(2-(2-(2-methoxyethoxy)ethoxy)ethoxy)-5-pentadecylphenyl pivalate C(C(C)(C)C)(=O)OC1=CC(=CC(=C1)CCCCCCCCCCCCCCC)OCCOCCOCCOC